ClC1=C(C=CC=C1)[C@H](C(=O)N1CC2=NN(C=C2C1)S(=O)(=O)C1=NN(C=C1)CC(F)F)CO (2S)-2-(2-chlorophenyl)-1-(2-{[1-(2,2-difluoroethyl)-1H-pyrazol-3-yl]sulfonyl}-2H,4H,5H,6H-pyrrolo[3,4-c]pyrazol-5-yl)-3-hydroxypropan-1-one